2-(4-Methyl-1,4-diazacycloheptan-1-yl)-N-((7-(trifluoromethyl)-10H-phenoxazin-3-yl)methyl)acetamide CN1CCN(CCC1)CC(=O)NCC=1C=CC=2NC3=CC=C(C=C3OC2C1)C(F)(F)F